COC(=O)C1=CC=C(C=C1)C1NCCN(C1)CC(F)(F)F 2-(4-(methoxycarbonyl)phenyl)-4-(2,2,2-trifluoroethyl)piperazin